N1(CCCCCC1)C=1N=C(C2=C(C=NNC2=O)N1)NC1=CC=C(C=C1)OCCN1CCN(CC1)CC 2-(azepan-1-yl)-4-((4-(2-(4-ethylpiperazin-1-yl)ethoxy)phenyl)amino)pyrimido[4,5-d]pyridazin-5(6H)-one